3-[4-(1H-pyrrolo[2,3-b]pyridin-4-ylthio)phenyl]-1-[3-(trifluoromethyl)phenyl]-2,4-imidazolidinedione trifluoroacetate FC(C(=O)O)(F)F.N1C=CC=2C1=NC=CC2SC2=CC=C(C=C2)N2C(N(CC2=O)C2=CC(=CC=C2)C(F)(F)F)=O